NC=1N=CC2=C(N1)CCN(C2)C=2C=C(C(=O)OC)C=CC2C methyl 3-(2-amino-7,8-dihydropyrido[4,3-d]pyrimidin-6(5H)-yl)-4-methylbenzoate